C1(CC1)C1=NC=NC(=C1C=1N=CC2=C(N1)NC(=C2)C2=NN(N=C2)C2OCCCC2)OC 2-(4-cyclopropyl-6-methoxypyrimidin-5-yl)-6-(2-(tetrahydro-2H-pyran-2-yl)-2H-1,2,3-triazol-4-yl)-7H-pyrrolo[2,3-d]pyrimidine